propoxypentaerythritol C(CC)OC(O)C(CO)(CO)CO